CN(C(/C=C/C(=O)OCC)=O)C Ethyl (E)-4-(dimethylamino)-4-oxobut-2-enoate